C(#C)C1=NN(C2=CN=C(C=C21)C2=C(N(N=C2)C)OCCN(C(OC(C)(C)C)=O)CC2=NN(C(=C2I)C)C)C2OCCCC2 tert-butyl N-[2-[4-(3-ethynyl-1-tetrahydropyran-2-yl-pyrazolo[3,4-c]pyridin-5-yl)-2-methyl-pyrazol-3-yl]oxyethyl]-N-[(4-iodo-1,5-dimethyl-pyrazol-3-yl)methyl]carbamate